N1(C=NC=C1)C(=O)OCC1=CC=C(C=C1)CNC(=O)OC(C)(C)C 4-(((tert-butoxycarbonyl)amino)methyl)benzyl 1H-imidazole-1-carboxylate